FC=1C(=C(C=CC1)NC(=S)C1=CCC=NC1=O)OC 5-((3-fluoro-2-methoxyphenyl)carbamothioyl)-6-oxo-3,6-dihydropyridine